NC1=NC(=C(C=2N1C(N(N2)C[C@@H]2OCCC2)=O)C2=CC(=NC(=C2)C)CO)C2=CC=C(C=C2)F 5-amino-7-(4-fluorophenyl)-8-[2-(hydroxymethyl)-6-methyl-4-pyridyl]-2-[[(2R)-tetrahydrofuran-2-yl]methyl]-[1,2,4]triazolo[4,3-c]pyrimidin-3-one